FC1=C(C=C(C(=C1)C)C=1C=C(C=2N(C1)C(=CN2)F)N2CCOCC2)NC(=O)N2C[C@@H](CC2)CC(F)(F)F (S)-N-(2-fluoro-5-(3-fluoro-8-morpholinoimidazo[1,2-a]pyridin-6-yl)-4-methylphenyl)-3-(2,2,2-trifluoroethyl)pyrrolidine-1-carboxamide